Benzyl (2S,5R)-5-((5-(2-((tert-butyldimethylsilyl)oxy)ethyl)-7-tosyl-7H-pyrrolo[2,3-d]pyrimidin-4-yl)amino)-2-methylpiperidine-1-carboxylate [Si](C)(C)(C(C)(C)C)OCCC1=CN(C=2N=CN=C(C21)N[C@@H]2CC[C@@H](N(C2)C(=O)OCC2=CC=CC=C2)C)S(=O)(=O)C2=CC=C(C)C=C2